cyclopropyl 6-(3-((4-chlorophenyl)carbamoyl) oxetan-3-yl)-3,4-dihydro-1,5-naphthyridine-1(2H)-carboxylate ClC1=CC=C(C=C1)NC(=O)C1(COC1)C=1N=C2CCCN(C2=CC1)C(=O)OC1CC1